ClC1=CC2=C(CCC3=C(N2CCCCN)N(N=C3)C)C=C1 4-(8-chloro-1-methyl-4,5-dihydropyrazolo[3,4-b][1]benzazepin-10(1H)-yl)butan-1-amine